FC(C)(F)C1=NC(=CC(=N1)N1CC2(C=3C=NC(=CC31)NC(C)=O)CC2)C N-(1'-(2-(1,1-difluoroethyl)-6-methylpyrimidin-4-yl)-1',2'-dihydrospiro[cyclopropane-1,3'-pyrrolo[3,2-c]pyridin]-6'-yl)acetamide